ClC1=C2C(=C(N=N1)Cl)N=C(C=C2)C(C)(F)F 5,8-dichloro-2-(1,1-difluoroethyl)pyrido[2,3-d]pyridazine